(2R,4R)-1-(3-chloro-2-fluorobenzyl)-2-ethyl-4-((5-fluoro-2-((5-methyl-1H-pyrazol-3-yl)amino)-6-(trifluoromethyl)pyrimidin-4-yl)methyl)piperidine-4-carboxylic acid ClC=1C(=C(CN2[C@@H](C[C@@](CC2)(C(=O)O)CC2=NC(=NC(=C2F)C(F)(F)F)NC2=NNC(=C2)C)CC)C=CC1)F